1-methoxy-1-trimethylsilyl-1-sila-2-azacyclopentane CO[Si]1(NCCC1)[Si](C)(C)C